C1(CCCCC1)N1N=CC(=C1)C1=NN2C(C(N1C(C)C)=O)=NC=C2C=2C=NNC2 2-(1-Cyclohexyl-1H-pyrazol-4-yl)-3-isopropyl-7-(1H-pyrazol-4-yl)imidazo[2,1-f][1,2,4]triazin-4(3H)-one